1-[(2,5-dimethylpyrazol-3-yl)methyl]-N-(1-methylcyclopropyl)-3-(5-methyl-1,3,4-thiadiazol-2-yl)-2-oxo-benzoimidazole-5-sulfonamide CN1N=C(C=C1CN1C(N(C2=C1C=CC(=C2)S(=O)(=O)NC2(CC2)C)C=2SC(=NN2)C)=O)C